[Ru]=[Te] ruthenium telluride